N-((5-(2-((2,6-dimethyl-2H-pyrazolo[3,4-d]pyrimidin-4-yl)thio)acetyl)thiophen-2-yl)methyl)-2-hydroxyacetamide CN1N=C2N=C(N=C(C2=C1)SCC(=O)C1=CC=C(S1)CNC(CO)=O)C